methyl (S)-2-(1-oxo-3,4-dihydroisoquinolin-2(1H)-yl)-3-phenylpropionate O=C1N(CCC2=CC=CC=C12)[C@H](C(=O)OC)CC1=CC=CC=C1